citraconic acid dihydroxyethyl ester OC(COC(\C(\C)=C/C(=O)O)=O)O